CC1=C(C=C(C=C1)NC(CC)=O)C1=CC2=C(N=C(N=C2)NC=2C=NC(=CC2)C)C(N1C)=O N-(4-methyl-3-(7-methyl-2-((6-methylpyridin-3-yl)amino)-8-oxo-7,8-dihydropyrido[3,4-d]pyrimidin-6-yl)phenyl)propanamide